C(#C)C=1C=2N(C(=NC1)N1CCC3(C(N4[C@H](O3)CC[C@H]4C4=CC=CC=C4)=O)CC1)N=CN2 (5'S,7a'R)-1-(8-ethynyl[1,2,4]triazolo[1,5-c]pyrimidin-5-yl)-5'-phenyltetrahydro-3'H-spiro[piperidine-4,2'-pyrrolo[2,1-b][1,3]oxazol]-3'-one